1-[4-[1-ethyl-4-(trifluoromethyl)imidazol-2-yl]phenyl]methanamine C(C)N1C(=NC(=C1)C(F)(F)F)C1=CC=C(C=C1)CN